6-(2,5-dioxo-2,5-dihydro-1H-pyrrol-1-yl)-N-((S)-1-(((S)-1-((3-(hydroxymethyl)phenyl)amino)-1-oxopropan-2-yl)amino)-3-methyl-1-oxobutan-2-yl)hexanamide O=C1N(C(C=C1)=O)CCCCCC(=O)N[C@H](C(=O)N[C@H](C(=O)NC1=CC(=CC=C1)CO)C)C(C)C